FC1(C[C@H]([C@H]2[C@@H]1CNC2)NC(OC(C)(C)C)=O)F |o1:3,4,5| 2-methyl-2-propanyl rel-[(3aS,4R,6aR)-6,6-difluorooctahydrocyclopenta[c]pyrrol-4-yl]carbamate